((S)-2-((S)-2-(2-(3,5-bis(2-(methylsulfonyl)pyrimidin-5-yl)benzamido)acetamido)-3-hydroxypropionamido)-6-((tert-butyloxycarbonyl)amino)hexanamido)-4-fluorobenzoate CS(=O)(=O)C1=NC=C(C=N1)C=1C=C(C(=O)NCC(=O)N[C@H](C(=O)N[C@H](C(=O)NC2=C(C(=O)[O-])C=CC(=C2)F)CCCCNC(=O)OC(C)(C)C)CO)C=C(C1)C=1C=NC(=NC1)S(=O)(=O)C